FC=1C=C(C=CC1F)[C@H]1[C@@H](C1)NC1=C2N=CN(C2=NC(=N1)SCCC)C(C)C N-((1R,2S)-2-(3,4-difluorophenyl)cyclopropyl)-9-isopropyl-2-(propylsulfanyl)-9H-purin-6-amine